2-(4-(8-bromo-2-methyl-1H-imidazo[4,5-c]quinolin-1-yl)phenyl)-2-methylpropanenitrile BrC1=CC=2C3=C(C=NC2C=C1)N=C(N3C3=CC=C(C=C3)C(C#N)(C)C)C